trans-Octadecen C=CCCCCCCCCCCCCCCCC